3-chloro-4-(5-hydroxy-2-methylphenyl)quinoline-2-carboxamide ethyl-2-(2-((5-bromo-1-isopropyl-1H-indazol-3-yl)methoxy)-3-cyanophenyl)acetate C(C)OC(CC1=C(C(=CC=C1)C#N)OCC1=NN(C2=CC=C(C=C12)Br)C(C)C)=O.ClC=1C(=NC2=CC=CC=C2C1C1=C(C=CC(=C1)O)C)C(=O)N